ethyl 1-(cis-2-hydroxycyclohexyl)-1H-pyrazole-4-carboxylate O[C@@H]1[C@@H](CCCC1)N1N=CC(=C1)C(=O)OCC